C(CCCCCCC)N=C(N(C)C)N(C)C octyl-tetramethyl-guanidine